4-(4'-phenoxyphenoxy)m-phenylenediamine O(C1=CC=CC=C1)C1=CC=C(OC2=C(C=C(C=C2)N)N)C=C1